N1=C2C(=CC=C1)C(N=C2)=O pyrrolo[3,4-b]pyridin-5-one